3-(methoxycarbonyl)-8-{[tri(prop-2-yl)silyl]ethynyl}naphthalene-1-yl trifluoromethanesulfonate FC(S(=O)(=O)OC1=CC(=CC2=CC=CC(=C12)C#C[Si](C(C)C)(C(C)C)C(C)C)C(=O)OC)(F)F